Nickel bis(trimethylphosphine) dichloride [Cl-].[Cl-].CP(C)C.CP(C)C.[Ni+2]